CN1N=NC=C1 1-methyl-triazole